C(C)(C)(C)OC(=O)N1[C@H](CC(C[C@H]1C)=O)C (2S,6R)-2,6-dimethyl-4-oxo-piperidine-1-carboxylic acid tert-butyl ester